FC1=CC(=C(C=C1)C1=CC(=CC=C1)C=1SC2=C(N1)C=CC(=C2)CN[C@H]2[C@H](CCC2)O)C2=NN=CN2C (1S,2R)-2-(((2-(4'-Fluoro-2'-(4-methyl-4H-1,2,4-triazol-3-yl)-[1,1'-biphenyl]-3-yl)benzo[d]thiazol-6-yl)methyl)amino)cyclopentan-1-ol